4-ethyl-6-methyltetrahydro-2H-pyran-2-thione C(C)C1CC(OC(C1)C)=S